2-(3-(3-(4-nitrophenyl)ureido)propyl)-2H-indazole-3-carboxamide [N+](=O)([O-])C1=CC=C(C=C1)NC(NCCCN1N=C2C=CC=CC2=C1C(=O)N)=O